2-(2-methoxy ethoxy)ethyl N-[(1S)-2-[[(1S)-2-amino-2-oxo-1-[[(3S)-2-oxopyrrolidin-3-yl]methyl]ethyl]amino]-1-(cyclopropylmethyl)-2-oxo-ethyl]carbamate NC([C@H](C[C@H]1C(NCC1)=O)NC([C@H](CC1CC1)NC(OCCOCCOC)=O)=O)=O